C1(CC1)C1=NC(=CC2=C1CNC2=O)C 4-cyclopropyl-6-methyl-2H,3H-pyrrolo[3,4-c]pyridin-1-one